C1=NC=C2NC=3C=CC=CC3C=C21 pyrrolo[3,4-B]quinoline